5,6-dihydro-4H-cyclopenta[c]isoxazol-3-d-6-amine N=1OC(=C2C1C(CC2)N)[2H]